ClC1=NC(=CC(=C1)C)Cl 2,6-dichloro-4-methylpyridine